C(C)N(C(=O)C1=C(OC=2C(=NC=NC2)NC2CCN(CC2)C(=O)[O-])C=CC(=C1C(C)(C)C)F)C(C)C 4-((5-(2-(ethyl (isopropyl) carbamoyl)-tert-butyl 4-fluorophenoxy)pyrimidin-4-yl)amino)piperidine-1-carboxylate